2-ethylbutyl ((((2R,3S,4R,5S)-5-(4-aminopyrrolo[2,1-f][1,2,4]triazin-7-yl)-2-cyano-3,4-dihydroxytetrahydrofuran-2-yl)methoxy)(benzyloxy)phosphoryl)-L-alaninate NC1=NC=NN2C1=CC=C2[C@H]2[C@@H]([C@@H]([C@@](O2)(C#N)COP(=O)(OCC2=CC=CC=C2)N[C@@H](C)C(=O)OCC(CC)CC)O)O